C(C)(C)(C)[Si](OC[C@@H]1OC1)(C)C (R)-tert-butyldimethyl-(oxiran-2-ylmethoxy)silane